N-(4-(2-amino-3-iodopyridin-4-yloxy)-3-fluorophenyl)-3-cyclohexyl-1-ethyl-2,4-dioxo-1,2,3,4-tetrahydropyrimidine-5-carboxamide NC1=NC=CC(=C1I)OC1=C(C=C(C=C1)NC(=O)C=1C(N(C(N(C1)CC)=O)C1CCCCC1)=O)F